CCCCOC(=O)C1=CC=CC=C1 N-butyl benzoate